C(C1=CC=CC=C1)C1=C(C(NC2=CC=C(C=C12)Cl)=O)C=1CC(N(N1)C(CCC(=O)O)=O)C1=CC(=C(C=C1)OC)F 4-[5-(4-benzyl-6-chloro-2-oxo-1H-quinolin-3-yl)-3-(3-fluoro-4-methoxy-phenyl)-3,4-dihydropyrazol-2-yl]-4-oxo-butanoic acid